(2,3-dihydro-1,4-benzodiazepin-6-yl)-1,2-ethanediol N1CCN=CC2=C1C=CC=C2C(CO)O